t-butyl 3-(3-(4-chloro-3,5-dimethylphenoxy)propyl)-7-(1,3,5-trimethyl-1H-pyrazol-4-yl)-1H-indole-2-carboxylate ClC1=C(C=C(OCCCC2=C(NC3=C(C=CC=C23)C=2C(=NN(C2C)C)C)C(=O)OC(C)(C)C)C=C1C)C